FC=1C(=NC=CC1)NC1[C@H]2CN(C[C@@H]1CC2)C2=NN=C(S2)C=2C(=CC(=NC2)C2=CC=C1N2N=CC(=C1)C#N)NC(C)C 7-(5-(5-((1R,5S,8s)-8-((3-fluoropyridin-2-yl)amino)-3-azabicyclo[3.2.1]octan-3-yl)-1,3,4-thiadiazol-2-yl)-4-(isopropylamino)pyridin-2-yl)pyrrolo[1,2-b]pyridazine-3-carbonitrile